5-(1H-pyrazol-4-yl)-2-{3-[3-(pyridin-4-yl)piperazin-1-yl]-1,2,4-triazin-6-yl}phenol dihydrochloride Cl.Cl.N1N=CC(=C1)C=1C=CC(=C(C1)O)C1=CN=C(N=N1)N1CC(NCC1)C1=CC=NC=C1